chloro-N-(1,1-dimethylethyl)-3,5-bis(trifluoromethyl)-benzamide ClC1=C(C(=O)NC(C)(C)C)C=C(C=C1C(F)(F)F)C(F)(F)F